2-(2,5-dimethoxy-4-((3,3,3-trifluoropropyl)thio)phenyl)ethan-1-amine COC1=C(C=C(C(=C1)SCCC(F)(F)F)OC)CCN